BrC1=C(C2=C(S1)C=CC=C2)C=2C(N(N=C(C2OC)C)C)=O 4-(2-bromobenzo[b]thiophen-3-yl)-5-methoxy-2,6-dimethylpyridazin-3(2H)-one